tert-butyl-4-(2-(2,6-dioxopiperidin-3-yl)-6-fluoro-1-oxoisoindolin-5-yl)piperazine C(C)(C)(C)N1CCN(CC1)C=1C=C2CN(C(C2=CC1F)=O)C1C(NC(CC1)=O)=O